C1(CC1)C1=C(C(=NO1)C1=C(C=CC=C1)OC(F)(F)F)C1=CC2(C1)CCN(CC2)C2=NC=C(C(=O)O)C=C2F 6-(2-(5-cyclopropyl-3-(2-(trifluoromethoxy)phenyl)isoxazol-4-yl)-7-azaspiro[3.5]non-1-en-7-yl)-5-fluoronicotinic acid